1-[3-(2-{5-[(1R,4R,7R)-7-amino-2-azabicyclo[2.2.1]heptane-2-carbonyl]-7-methoxy-1-methyl-1H-1,3-benzodiazol-2-yl}-1-(cyclopropylmethyl)-1H-indol-7-yl)azetidin-1-yl]-2-phenylethan-1-one N[C@H]1[C@@H]2N(C[C@H]1CC2)C(=O)C2=CC1=C(N(C(=N1)C=1N(C3=C(C=CC=C3C1)C1CN(C1)C(CC1=CC=CC=C1)=O)CC1CC1)C)C(=C2)OC